4,4-Difluoro-3-methylcyclohexa-2,5-dien-1-one FC1(C(=CC(C=C1)=O)C)F